2-propionamido-2-methylpropanesulfonic acid sodium salt [Na+].C(CC)(=O)NC(CS(=O)(=O)[O-])(C)C